2-bromo-8-hydroxyimidazo[1,2-b]pyridazine BrC=1N=C2N(N=CC=C2O)C1